COC=1C(=CC2=C(N=C(S2)NC(C(OC(C)C)C2=CC=C(C=C2)S(=O)(=O)CC)=O)C1)OC N-(5,6-dimethoxybenzothiazol-2-yl)-2-[4-(ethylsulfonyl)phenyl]-2-(methylethoxy)acetamide